FC(C1=C(CN2N=CC(=C2C)N2OC(=CC2)C=2SC=CC2)C=CC(=C1)C(F)(F)F)(F)F N-(1-(2,4-bis(trifluoromethyl)benzyl)-5-methyl-1H-pyrazol-4-yl)-5-(thiophen-2-yl)isoxazole